2,2-dioxo-5-bromo-3,4-dihydro-1H-benzo[c][1,2]thiazine O=S1(NC2=C(CC1)C(=CC=C2)Br)=O